3-methyl-2-hydroxy-2-cyclopenten-1-one CC1=C(C(CC1)=O)O